5-((4-(((S)-2-hydroxy-1-phenylethyl)amino)-5-(3-methyl-1,2,4-oxadiazol-5-yl)pyrimidin-2-yl)amino)-3-methylisoindolin-1-one OC[C@H](C1=CC=CC=C1)NC1=NC(=NC=C1C1=NC(=NO1)C)NC=1C=C2C(NC(C2=CC1)=O)C